C(#N)[C@H](CC=1N(C=NC1)C)NC(=O)[C@H](CC(C)C)NC(=O)C=1NC2=CC=CC(=C2C1)OC N-[(1S)-1-[[(1S)-1-cyano-2-(3-methylimidazol-4-yl)ethyl]carbamoyl]-3-methyl-butyl]-4-methoxy-1H-indole-2-carboxamide